(3S)-(-)-3-acetamidotetrahydropyrrole C(C)(=O)N[C@@H]1CNCC1